1-nonadecanoyl-2-(11Z-eicosenoyl)-glycero-3-phospho-(1'-sn-glycerol) CCCCCCCCCCCCCCCCCCC(=O)OC[C@H](COP(=O)(O)OC[C@H](CO)O)OC(=O)CCCCCCCCC/C=C\CCCCCCCC